S1C=NC2=C1C=CC(=C2)NC2=CC=NC1=CC=C(C=C21)C2=C(C=C(C(=O)N1CC(CC1)NC(C)=O)C=C2)F N-(1-(4-(4-(benzo[d]thiazol-5-ylamino)quinolin-6-yl)-3-fluorobenzoyl)pyrrolidin-3-yl)acetamide